R-1-isopropylamino-3-(4-bromo-1-naphthoxy)-2-propanol bromate Br(=O)(=O)O[C@H](CNC(C)C)COC1=CC=C(C2=CC=CC=C12)Br